NC1=CC=C(C=C1)OC1=CC=C(C=C1)OC1=CC=C(C=C1)OC1=CC=C(C=C1)N bis[4-(4-aminophenyloxy) phenyl] ether